O[C@H](CCC)C1=CC(=C(C=N1)C=1C=2N(C3=CC(=NC=C3C1)NC(=O)C1COC1)C=CN2)C |r| Racemic-N-(4-(6-(1-hydroxybutyl)-4-methylpyridin-3-yl)imidazo[1,2-a][1,6]naphthyridin-8-yl)oxetane-3-carboxamide